BrC1=C2OC[C@@H](N3C(=NC(C(=C1)F)=C32)C3CCC3)C (S)-1-(6-bromo-8-fluoro-3-methyl-3,4-dihydro-5-oxa-1,2a-diazaacenaphthylene-2-yl)cyclobutane